1,8-diazacyclodecane-2,9-dione N1C(CCCCCNC(C1)=O)=O